zinc methane bis(methylphosphinate) CP([O-])=O.CP([O-])=O.C.[Zn+2]